N-[5-(pyrazin-2-yl)-1,3,4-thiadiazol-2-yl]-2,1-benzoxazole-3-carboxamide N1=C(C=NC=C1)C1=NN=C(S1)NC(=O)C=1ON=C2C1C=CC=C2